(R)-1-(1-acryloylpiperidin-3-yl)-3-(3-fluoro-4-(m-tolyloxy)phenyl)-1H-imidazo[4,5-c]pyridin-2(3H)-one C(C=C)(=O)N1C[C@@H](CCC1)N1C(N(C=2C=NC=CC21)C2=CC(=C(C=C2)OC=2C=C(C=CC2)C)F)=O